FC(C=1N=CC=2N(C1)C(=CN2)C2=CC=CC(=N2)NC2CNCCC2(C)C)F 6-(6-(difluoromethyl)imidazo[1,2-a]pyrazin-3-yl)-N-(4,4-dimethylpiperidin-3-yl)pyridin-2-amine